2-[[4-[4-(Hydroxyethyl)piperidin-1-yl]-6-[4-(dimethylamino)-1-piperidinyl]-2-pyrimidinyl]amino]-4-methyl-5-thiazolecarboxylic acid, ethyl ester OCCC1CCN(CC1)C1=NC(=NC(=C1)N1CCC(CC1)N(C)C)NC=1SC(=C(N1)C)C(=O)OCC